CCCC(CCC)C1C(OC(C1)=O)=O 3-(heptan-4-yl)oxolane-2,5-dione